2-(3-methylimidazo[1,5-a]pyridin-1-yl)pyrimidine-5-carboxylic acid CC1=NC(=C2N1C=CC=C2)C2=NC=C(C=N2)C(=O)O